Cl.N1=CC=NC=C1 pyrazine compound with hydrochloric acid